N1=NC=C2C1=CC=CC=N2 PYRAZOLOAZEPIN